ClC1=C(C=CC=C1)[C@@H]1[C@H](CCC(C1)(C)C)C(=O)N1CCC2(CN(C2)C(C=C)=O)CC1 (7-((1S,2S)-2-(2-chlorophenyl)-4,4-dimethylcyclohexane-1-carbonyl)-2,7-diazaspiro[3.5]nonan-2-yl)prop-2-en-1-one